C(Cl)C1CO1.C=1(C(=CC=CC1)C=1C(=CC=CC1)O)O biphenol compound with epichlorohydrin